1-(difluoromethyl)-6-(2-hydroxy-2-methylpropoxy)-N-[(4s)-6-({3-carbamoyl-5-methylpyrazolo[1,5-a]pyridin-2-yl}oxy)spiro[3.3]heptan-2-yl]-1H-indazole-3-carboxamide FC(N1N=C(C2=CC=C(C=C12)OCC(C)(C)O)C(=O)NC1CC2(C1)CC(C2)OC2=NN1C(C=C(C=C1)C)=C2C(N)=O)F